benzoylmethyleneselenonium C(C1=CC=CC=C1)(=O)C=[SeH+]